C(C=C)N1C(=NN=C1)C1=CC=CC(=N1)N(C(OC(C)(C)C)=O)C(C1=C(C(=CC=C1)Br)OCC=C)=O tert-butyl (6-(4-allyl-4H-1,2,4-triazol-3-yl)pyridin-2-yl)(2-(allyloxy)-3-bromobenzoyl)carbamate